ClC1=NC=CC(=C1)C(C(=O)O)O 2-(2-chloropyridin-4-yl)-2-hydroxyacetic acid